OC1=C(OC2=CC(=CC(=C2C1)OC)OC)C1=CC(=C(C(=C1)OC)OC)OC 3-hydroxy-5,7-dimethoxy-2-(3,4,5-trimethoxyphenyl)-4H-chromen